ClC1=C(C(=CC=C1)OC)CC(=O)NC1=CC(=C(C=C1)N1N=CC(=C1)C#N)S(N)(=O)=O 2-(2-chloro-6-methoxyphenyl)-N-[4-(4-cyano-1H-pyrazol-1-yl)-3-sulfamoylphenyl]acetamide